2-((2-chloro-3-(1-isopropyl-1H-pyrazol-3-yl)phenyl)mercapto)pyridine ClC1=C(C=CC=C1C1=NN(C=C1)C(C)C)SC1=NC=CC=C1